N-[3-[3-methyl-8-(methylamino)-1,2,4-triazolo[4,3-a]pyridin-6-yl]-4-[4-(trifluoromethyl)phenoxy]phenyl]-acetamide CC1=NN=C2N1C=C(C=C2NC)C=2C=C(C=CC2OC2=CC=C(C=C2)C(F)(F)F)NC(C)=O